F[Sb-](F)(F)(F)(F)F.[Rh+].C1=CCCC=CCC1.C1=CCCC=CCC1 bis(1,5-cyclooctadiene) rhodium (I) hexafluoroantimonate